(3,7,11,15-Tetramethylhexadec-2-enoyl)glycerol CC(=CC(=O)C(O)C(O)CO)CCCC(CCCC(CCCC(C)C)C)C